1-(6-(4-((3-((4-((5-chloropyrimidin-2-yl)amino)piperidin-1-yl)sulfonyl)benzyl)-amino)piperidin-1-yl)-1-methyl-1H-indazol-3-yl)dihydropyrimidine-2,4(1H,3H)-dione ClC=1C=NC(=NC1)NC1CCN(CC1)S(=O)(=O)C=1C=C(CNC2CCN(CC2)C2=CC=C3C(=NN(C3=C2)C)N2C(NC(CC2)=O)=O)C=CC1